[Pt].C(=C)[Si](O[Si](C1=CC=CC=C1)(C1=CC=CC=C1)C=C)(C1=CC=CC=C1)C1=CC=CC=C1 1,3-divinyl-1,1,3,3-tetraphenyl-disiloxane platinum